CN1CCN(CC1)C1=C(C=NC=C1)C1=NC2=CC=C(C=C2N=C1)N [4-(4-methylpiperazin-1-yl)pyridin-3-yl]quinoxalin-6-amine